methyl 2-(trifluoromethyl)-5,6-dihydroimidazo[1,2-a]pyrrolo[2,1-c]pyrazin-8-formate FC(C=1N=C2N(CCN3C2=CC=C3C(=O)OC)C1)(F)F